3-(4-cyclopropyl-6-methoxypyrimidin-5-yl)5-(4-(1-methyl-4-(trifluoromethyl)-1H-imidazol-2-yl)benzyl)pyrrole C1(CC1)C1=NC=NC(=C1C1=CNC(=C1)CC1=CC=C(C=C1)C=1N(C=C(N1)C(F)(F)F)C)OC